benzyl (4-((6-bromoquinolin-3-yl)oxy)butyl)carbamate BrC=1C=C2C=C(C=NC2=CC1)OCCCCNC(OCC1=CC=CC=C1)=O